(Z)-N'-hydroxycyclopropaneimidocarboxamide O\N=C(/N)\C1CC1